S1N=CCC1 4,5-dihydroisothiazole